N=1C=NN2C1C=C(C=C2)OC2=CC(=C(C=C2C)NC2=NC=NC1=CC(=C(C=C21)NC(/C(=C/C2N(CCC2)C)/F)=O)OC)OC (Z)-N-(4-((4-([1,2,4]triazolo[1,5-a]pyridin-7-yloxy)-2-methoxy-5-methylphenyl)amino)-7-methoxyquinazolin-6-yl)-2-fluoro-3-(1-methylpyrrolidin-2-yl)acrylamide